CC=1C=C(C=CC1C)CCCCCCCCCCC1=CC(=C(C=C1)C)C 1,10-bis(3,4-dimethylphenyl)decane